C[Si](OC(C(=C)C)=O)(OC(C(=C)C)=O)OC(C(=C)C)=O methyltri(methacryloxy)silane